BrC1=C(C=C(C=C1)OC1=CC=C(C=C1)[N+](=O)[O-])F 1-bromo-2-fluoro-4-(4-nitrophenoxy)benzene